(S)-1-(3-(3-chloro-4-(6-(1-methylcyclopropoxy)-9-((4-methylpyridin-2-yl)methyl)-9H-purin-8-yl)phenoxy)pyrrolidin-1-yl)-2-hydroxyethan-1-one ClC=1C=C(O[C@@H]2CN(CC2)C(CO)=O)C=CC1C=1N(C2=NC=NC(=C2N1)OC1(CC1)C)CC1=NC=CC(=C1)C